6-chlorochroman-2,4-dione ClC=1C=C2C(CC(OC2=CC1)=O)=O